4-Chloro-N-(3,4-dimethylphenyl)-6-((3-fluorophenyl)amino)pyridineamide ClC1=CC(=NC(=C1)NC1=CC(=CC=C1)F)C(=O)NC1=CC(=C(C=C1)C)C